ClC1=C(C=CC=C1C1=C(C(=CC=C1)C1=CC(=C(C(=C1)OC)CNCCO)F)Cl)NC(=O)C1=NN2C(C(CCC2)NCC(=O)OC)=C1 methyl 2-[[2-[[2-chloro-3-[2-chloro-3-[3-fluoro-4-[(2-hydroxyethylamino)methyl]-5-methoxy-phenyl]phenyl]phenyl]carbamoyl]-4,5,6,7-tetrahydropyrazolo[1,5-a]pyridin-4-yl]amino]acetate